Tert-Butyl (R)-2-((3-Chloro-5-(Ethoxycarbonyl)-2-Methyl-1h-Pyrrol-1-Yl)Methyl)Morpholine-4-Carboxylate ClC1=C(N(C(=C1)C(=O)OCC)C[C@@H]1CN(CCO1)C(=O)OC(C)(C)C)C